CC(C)COC1=NC=CN=C1 ISOPROPYLMETHOXYPYRAZIN